O1[C@@H](COCC1)COC=1N2CCC3=C(C2=C(C(C1)=O)C)C=CC(=C3)C3=CC=NC=C3 4-[[(2S)-1,4-dioxan-2-yl]methoxy]-1-methyl-9-(4-pyridyl)-6,7-dihydrobenzo[a]quinolizin-2-one